fluoro-5,6-dihydrobenzo[h]quinoline FC1=NC=2C3=C(CCC2C=C1)C=CC=C3